FC1=CC2=C(N=CS2)C=C1NC1=C2C(=NC=C1)SC(=C2)[C@H]2[C@H](NCCC2)C 6-Fluoro-N-(2-((2R,3R)-2-methylpiperidin-3-yl)thieno[2,3-b]pyridin-4-yl)benzo[d]thiazol-5-amine